ClC1=NC2=C(N1)C=CC=C2NC(C)=O N-(2-chloro-1H-1,3-benzodiazol-4-yl)acetamide